NC1=CC=2CCC3=CC=CC=C3C2C=C1 2-amino-9,10-dihydrophenanthrene